(1-(3-(1-Methyl-1H-pyrazol-4-yl)phenyl)cyclopropyl)carbamic acid tert-butyl ester C(C)(C)(C)OC(NC1(CC1)C1=CC(=CC=C1)C=1C=NN(C1)C)=O